3',4-di-tert-butoxycarbonyl-2'-deoxy-2',2'-difluoro cytidine-5'-carbonate C(O)(=O)OC[C@@H]1[C@](C([C@@H](O1)N1C(=O)NC(N)(C=C1)C(=O)OC(C)(C)C)(F)F)(O)C(=O)OC(C)(C)C